C(CCC)OC(=O)N1CC=2N=C(N=C(C2C1)C1=NN(C=C1)C)CC1=CC=CC=C1.C(CCC)OC=1C=C(CC2NC(NC2)=O)C=CC1OC 4-(3-butoxy-4-methoxybenzyl)imidazolidone butyl-2-benzyl-4-(1-methyl-1H-pyrazol-3-yl)-5,7-dihydro-6H-pyrrolo[3,4-d]pyrimidine-6-carboxylate